1-((3,3-difluorocyclopentyl)methyl)-3-(difluoromethoxy)-4-methyl-N-(2-(methylsulfonyl)pyridin-4-yl)-1H-pyrazole-5-carboxamide FC1(CC(CC1)CN1N=C(C(=C1C(=O)NC1=CC(=NC=C1)S(=O)(=O)C)C)OC(F)F)F